BrC1=CC(=CS1)C(=O)NC1=CC(=CC(=C1)NS(=O)(=O)C)Cl 5-bromo-N-(3-chloro-5-methanesulfonamidophenyl)thiophene-3-carboxamide